O[C@@]1(C2(C(=C3C(=C(C=C3C1=O)C)CCCOC(C)=O)C)CC2)C (R)-3-(6'-hydroxy-2',4',6'-trimethyl-7'-oxo-6',7'-dihydrospiro[cyclopropane-1,5'-inden]-3'-yl)propylacetate